[N+](=O)(O)[O-].NN.NN dihydrazine nitrate